6-((4-((tert-butyldiphenylsilyl)oxy)butyl)-(methyl)amino)-9-(2-(((1R*,2R*)-2-(octanoyloxy)cyclohexyl)thio)ethyl)-3-pentyltetradecyl octanoate C(CCCCCCC)(=O)OCCC(CCC(CCC(CCCCC)CCS[C@H]1[C@@H](CCCC1)OC(CCCCCCC)=O)N(C)CCCCO[Si](C1=CC=CC=C1)(C1=CC=CC=C1)C(C)(C)C)CCCCC |o1:27,28|